COCCO[C@@H](C(=O)[2H])[C@H](O)[C@H](O)CO O-methoxyethylribose-d